[Cl-].C(CCCCC)N1C=NC=C1 1-hexyl-imidazole chloride salt